(R)-2-amino-1-((R)-3-(4-amino-(4-phenoxyphenyl)-1H-pyrazolo[3,4-d]pyrimidin-1-yl)piperidin-1-yl)-3-(4-hydroxyphenyl)propan-1-one N[C@@H](C(=O)N1C[C@@H](CCC1)N1N=C(C=2C1=NC=NC2N)C2=CC=C(C=C2)OC2=CC=CC=C2)CC2=CC=C(C=C2)O